1-(4-Benzoyl-2-methyl-3,4-dihydro-2H-benzo[b][1,4]thiazin-6-yl)-3-(1H-indol-3-yl)urea C(C1=CC=CC=C1)(=O)N1C2=C(SC(C1)C)C=CC(=C2)NC(=O)NC2=CNC1=CC=CC=C21